COC=1C2=CN(N=C2C(=CC1OC1COCC1)C(=O)N[C@H](C)C1=CC(=CC=C1)C(F)(F)F)COCC[Si](C)(C)C 4-methoxy-5-(oxolan-3-yloxy)-N-[(1R)-1-[3-(trifluoromethyl)phenyl]ethyl]-2-{[2-(trimethylsilyl)ethoxy]methyl}-2H-indazole-7-carboxamide